C[C@@H]1CC[C@H](N(C1)C(C(=O)NC=1C=C(C=NC1)C(=O)N)=O)C=1SC(=CC1)C(NC)=O 5-[[2-[(2S,5R)-5-methyl-2-[5-(methylcarbamoyl)-2-thienyl]-1-piperidyl]-2-oxo-acetyl]amino]pyridine-3-carboxamide